3-(3-methyl-5-(trifluoromethyl)phenyl)propanoate CC=1C=C(C=C(C1)C(F)(F)F)CCC(=O)[O-]